CC1=C(C=CC(=C1)C)SC1=C(C=CC=C1)N1CCN(CC1)CC=1C=C2C(N(C(C2=CC1)=O)N1C(NC(CC1)=O)=O)=O 5-((4-(2-((2,4-dimethylphenyl)thio)phenyl)piperazin-1-yl)methyl)-2-(2,4-dioxotetrahydropyrimidin-1(2H)-yl)isoindoline-1,3-dione